(1R)-6-sulfamoyl-6-azaspiro[2.5]octane-1-carboxylic acid ethyl ester C(C)OC(=O)[C@@H]1CC12CCN(CC2)S(N)(=O)=O